NC=1C=C(C=C(C1)C(F)(F)F)[C@@H](C)NC=1C2=C(N=C(N1)C)N=C(C(=C2)C=2C=NC=CC2)OC (R)-N-(1-(3-amino-5-(trifluoromethyl)phenyl)ethyl)-7-methoxy-2-methyl-6-(pyridin-3-yl)pyrido[2,3-d]pyrimidin-4-amine